C(C)(C)(C)OC(N[C@H](CC(S(=O)(=O)C1=CC=CC=C1)(S(=O)(=O)C1=CC=CC=C1)F)CC(C)C)=O (S)-(1-fluoro-5-methyl-1,1-bis(phenylsulfonyl)-3-hexyl)carbamic acid tert-butyl ester